N1-(4,4-difluorocyclohexyl)-N1-methyl-N4-(((R)-5-morpholino-1,2,3,4-tetrahydroisoquinolin-3-yl)methyl)-N4-((S)-5,6,7,8-tetrahydroquinolin-8-yl)butane-1,4-diamine FC1(CCC(CC1)N(CCCCN([C@H]1CCCC=2C=CC=NC12)C[C@@H]1NCC2=CC=CC(=C2C1)N1CCOCC1)C)F